[2,4-difluoro-3-[5-(2-piperazin-1-ylpyrimidin-5-yl)-1H-pyrrolo[2,3-b]pyridine-3-carbonyl]phenyl]propane-2-sulfonamide FC1=C(C=CC(=C1C(=O)C1=CNC2=NC=C(C=C21)C=2C=NC(=NC2)N2CCNCC2)F)CC(C)S(=O)(=O)N